N-(2,3-dihydro-1,4-benzoxazin-4-yl)-3-(1-methylethyl)-7-[2,3,5-tri(fluoro)-phenyl]-1H-indole-2-carboxamide O1CCN(C2=C1C=CC=C2)NC(=O)C=2NC1=C(C=CC=C1C2C(C)C)C2=C(C(=CC(=C2)F)F)F